NCCC[Si](OCCOCCOC)(OCCOCCOC)OCCOCCOC 3-AMINOPROPYLTRI(METHOXYETHOXY-ETHOXY)SILANE